FC=1C=C(C(=O)C=2C(N(C(=CC2)C)C)=O)C=C(C1)F 3-(3,5-difluorobenzoyl)-1,6-dimethylpyridin-2(1H)-one